2-[(3R)-3-(Cyclopropylmethoxy)[1,4'-bipiperidin]-1'-yl]-N-[(3,5-difluoropyridin-2-yl)methyl]-1,3-thiazole-5-carboxamide C1(CC1)CO[C@H]1CN(CCC1)C1CCN(CC1)C=1SC(=CN1)C(=O)NCC1=NC=C(C=C1F)F